O1N=C(C=C1)NS(=O)(=O)C1=CC(=C(C=C1)NCC#C)OC N-(isoxazol-3-yl)-3-methoxy-4-(prop-2-yn-1-ylamino)benzenesulfonamide